ClC=1C(=CC=C2N=CC(=NC12)C=1C=NN(C1)CC1CC(C1)(F)F)OC1=CC2=C(NC(=N2)C)C(=C1)F 8-chloro-2-(1-((3,3-difluorocyclobutyl)methyl)-1H-pyrazol-4-yl)-7-((7-fluoro-2-methyl-1H-benzo[d]imidazol-5-yl)oxy)quinoxaline